FC(C(=O)O)(F)F.COC1=CC=C(C=N1)N1N=C2C=3C=CN=C(CCCCC(C(NC2=C1)=O)C)C3 4-(6-methoxypyridin-3-yl)-9-methyl-3,4,7,15-tetraazatricyclo[12.3.1.02,6]Octadecan-1(18),2,5,14,16-pentaen-8-one trifluoroacetate